C[N+]1(CCN(CC1)C1=CC=CC=C1)C N,N-dimethyl-N'-phenyl-piperazinium